Tetrahydro-pyrimido[6,1-c][1,4]oxazine-6,8-dione C1OCCN2C1CC(NC2=O)=O